7-bromo-8-cyclopropyl-1H,2H,3H-pyrido[2,3-b][1,4]oxazin-2-one BrC1=C(C2=C(OCC(N2)=O)N=C1)C1CC1